ClC=1C2=C(C3=C(CN(S(N3)(=O)=O)CCC3=CC=CC=C3)C1)NC=C2Cl 6,7-dichloro-3-(2-phenylethyl)-4,9-dihydro-1H-pyrrolo[3,2-h][2,1,3]benzothiadiazine 2,2-dioxide